NC1=C2N=C(N(C2=NC(=N1)OCCOC)CC1=CC=C(C#N)C=C1)OC 4-{[6-amino-8-methoxy-2-(2-methoxyethoxy)-9H-purin-9-yl]methyl}benzonitrile